BrC=1C=C2C(NC(C2=CC1)(O)C1=CC=C(C=C1)Cl)=O 5-bromo-1-(4-chlorophenyl)-1-hydroxy-3-oxoisoindoline